4-bromo-3-methylbenzene-1,2-diamine BrC=1C(=C(C(=CC1)N)N)C